2-((1R,2S)-1-(2-cyanopyridin-3-yl)-1-(1-methyl-1H-pyrazol-4-yl)propan-2-yl)-5-hydroxy-N-(isoxazol-4-yl)-1-methyl-6-oxo-1,6-dihydropyrimidine-4-carboxamide C(#N)C1=NC=CC=C1[C@H]([C@H](C)C=1N(C(C(=C(N1)C(=O)NC=1C=NOC1)O)=O)C)C=1C=NN(C1)C